4-[(1,3-dimethoxypropan-2-yl)amino]-5-(2-hydroxyethoxy)-N-[5-(5-methylpyrazol-1-yl)-1,3,4-thiadiazol-2-yl]-6-oxopyran-2-carboxamide COCC(COC)NC=1C=C(OC(C1OCCO)=O)C(=O)NC=1SC(=NN1)N1N=CC=C1C